glycerol valerate C(CCCC)(=O)OCC(O)CO